sulfydryl-maleimide iridium [Ir].SC=1C(=O)NC(C1)=O